C(C)(C)(C)OC(=O)N[C@H](C(C#N)NC1=C(C=C(C=C1)C1=CC(=CC=C1)OC(F)(F)F)C(=O)OC)CC1=CNC2=CC=CC=C12 methyl 4-(((2S)-2-((tert-butoxycarbonyl)amino)-1-cyano-3-(1H-indol-3-yl)propyl)amino)-3'-(trifluoromethoxy)-[1,1'-biphenyl]-3-carboxylate